C(#N)C=1C=C(C=CC1C(=O)OC)[C@H]1N(CCN(C1)CCC(F)(F)F)CC1=C2C=CN(C2=C(C=C1OC)C)C(=O)OC(C)(C)C tert-Butyl (R)-4-((2-(3-cyano-4-(methoxycarbonyl)phenyl)-4-(3,3,3-trifluoropropyl)piperazin-1-yl)methyl)-5-methoxy-7-methyl-1H-indole-1-carboxylate